F[P-](F)(F)(F)(F)F.FC=1C(=C(C=C(C1)F)[Ir+]C1=C(C(=CC(=C1)F)F)C1=NC=C(C=C1)C(F)(F)F)C1=NC=C(C=C1)C(F)(F)F bis{3,5-difluoro-2-[5-(trifluoromethyl)pyridin-2-yl]Phenyl}iridium hexafluorophosphate